bis(ethylamino)methylvinylsilane C(C)NC(NCC)C=C[SiH3]